C1(CC1)C1=NC=C(C(=N1)OC1CC2(CC2)C1)C(=O)N[C@@H](C)\C=C\S(=O)(=O)C (S,E)-2-cyclopropyl-N-(4-(methylsulfonyl)but-3-en-2-yl)-4-(spiro[2.3]hexan-5-yloxy)pyrimidine-5-carboxamide